2-(4-(3-(o-tolyl)ureido)phenyl)acetic acid C1(=C(C=CC=C1)NC(NC1=CC=C(C=C1)CC(=O)O)=O)C